[Na].C(CC(O)(C(=O)O)CC(=O)O)(=O)O mono-citric acid Sodium